6-hydroxymethyl-1,4-androstenedione OCC1C[C@H]2[C@@H]3CC=C[C@@]3(C)CC[C@@H]2[C@]2(C(CCC(C12)=O)=O)C